COC=1C=C(C=NC1)C=1N=NN(C1)C=1C=C2CN(C(C2=CC1)=O)C1C(NC(CC1)=O)=O 3-(5-(4-(5-methoxypyridin-3-yl)-1H-1,2,3-triazol-1-yl)-1-oxoisoindolin-2-yl)piperidine-2,6-dione